O1C(=CC=C1)C1=CC=C(C=C1)C1=NC=NC=N1 4-(2-furyl)phenyl-1,3,5-triazine